5-[(7-chloro-5-fluoro-1,3-benzothiazol-4-yl)methoxy]-2-fluoro-4-methoxyaniline ClC1=CC(=C(C=2N=CSC21)COC=2C(=CC(=C(N)C2)F)OC)F